{5'-fluoro-1',7-dimethyl-[4,6'-biindazol]-1-yl}acetic acid FC=1C=C2C=NN(C2=CC1C=1C=2C=NN(C2C(=CC1)C)CC(=O)O)C